N=1N(N=NC1)C[C@H](N)C(=O)O 3-(2-tetrazolyl)-L-alanine